1-(2-ethynylthiazol-4-yl)-3-(4-(1-methyl-3-oxo-2,3-dihydro-1H-indazol-4-yl)benzyl)urea C(#C)C=1SC=C(N1)NC(=O)NCC1=CC=C(C=C1)C1=C2C(NN(C2=CC=C1)C)=O